2-(3-chloro-4-fluorophenyl)-2-[(4-{1-[(1,3-oxazol-2-yl)amino]ethyl}-1H-1,3-benzodiazol-2-yl)amino]propyl 2,2-dimethylpropanoate CC(C(=O)OCC(C)(NC1=NC2=C(N1)C=CC=C2C(C)NC=2OC=CN2)C2=CC(=C(C=C2)F)Cl)(C)C